C(CCC)[Sn](C1=NC=CC=C1)(CCCC)CCCC tributyl-(2-pyridyl)stannane